C(=C)C=C(F)F vinyl-vinylidene fluoride